(R)-4-(4-(3-(3,6-dibromo-9H-carbazol-9-yl)-2-hydroxypropyl)piperazin-1-yl)butanoic acid dihydrochloride Cl.Cl.BrC=1C=CC=2N(C3=CC=C(C=C3C2C1)Br)C[C@@H](CN1CCN(CC1)CCCC(=O)O)O